N-(3-chloro-4-fluorophenyl)-4-(5-(4,4-difluoro-3-hydroxy-3-methylbut-1-yn-1-yl)-5-hydroxyoctahydropentalen-2-yl)-1-methyl-1H-imidazole-5-carboxamide ClC=1C=C(C=CC1F)NC(=O)C1=C(N=CN1C)C1CC2CC(CC2C1)(O)C#CC(C(F)F)(C)O